ClC1=CC(=C(C=C1)N1C(=NN=C1)[C@@H]1CC[C@H](CC1)OC1=NC=CC=C1)C Trans-2-((4-(4-(4-chloro-2-methylphenyl)-4H-1,2,4-triazol-3-yl)cyclohexyl)oxy)pyridine